N-(6-bromo-3-carbamoyl-1-chloro-2-naphthyl)-2-(3-chloro-2-pyridyl)-5-[[5-(trifluoromethyl)tetrazol-2-yl]methyl]pyrazole-3-carboxamide BrC=1C=C2C=C(C(=C(C2=CC1)Cl)NC(=O)C=1N(N=C(C1)CN1N=C(N=N1)C(F)(F)F)C1=NC=CC=C1Cl)C(N)=O